BrC=1C=C(N(CC2=CC=C(C=C2)OC)CC2=CC=C(C=C2)OC)C=C(C1)F 3-bromo-5-fluoro-N,N-bis[(4-methoxyphenyl)methyl]aniline